C(C1=CC=CO1)S furfurthiol